FC1=C(C=C(C=C1)F)C(CC#CC#CC=1C2=C(N=C(N1)OC[C@H]1NCCC1)NC=C2)C=2C(N(C=CC2)C)=O 3-(1-(2,5-Difluorophenyl)-6-(2-(((S)-pyrrolidin-2-yl)methoxy)-7H-pyrrolo[2,3-d]pyrimidin-4-yl)hex-3,5-diyn-1-yl)-1-methylpyridin-2(1H)-one